rel-(2s,3r)-3-(benzylamino)-1-[(tert-butyldimethylsilyl)oxy]butan-2-ol C(C1=CC=CC=C1)N[C@@H]([C@@H](CO[Si](C)(C)C(C)(C)C)O)C |o1:8,9|